3-(1-(4-chlorophenyl)ethyl)-1-(4-(pyridin-4-yl)phenyl)pyrrolidin-2-one ClC1=CC=C(C=C1)C(C)C1C(N(CC1)C1=CC=C(C=C1)C1=CC=NC=C1)=O